decatrienoic acid CCC/C=C/C=C/C=C/C(=O)O